3,6-di-tert-butyl-9-phenyl-9H-carbazole C(C)(C)(C)C=1C=CC=2N(C3=CC=C(C=C3C2C1)C(C)(C)C)C1=CC=CC=C1